4-(cyclopentyloxy)-6-(2-((5-cyclopropyl-3-(3,5-dichloropyridin-4-yl)isoxazol-4-yl)methylene)-7-azaspiro[3.5]non-7-yl)quinoline-2-carboxylic acid C1(CCCC1)OC1=CC(=NC2=CC=C(C=C12)N1CCC2(CC(C2)=CC=2C(=NOC2C2CC2)C2=C(C=NC=C2Cl)Cl)CC1)C(=O)O